NC=1C2=C(N=C(N1)Cl)CN(CC2)C(=O)OC(C)(C)C tert-butyl 4-amino-2-chloro-5,8-dihydropyrido[3,4-d]pyrimidine-7(6H)-carboxylate